calcium cyclohexanecarboxylate salt C1(CCCCC1)C(=O)[O-].[Ca+2].C1(CCCCC1)C(=O)[O-]